Tert-butyl 3-[5-[(1S)-1-[(2S,4R)-4-hydroxy-2-[[(1S)-1-[4-(4-methylthiazol-5-yl)phenyl]ethyl] carbamoyl]pyrrolidine-1-carbonyl]-2-methyl-propyl]isoxazol-3-yl]oxyazetidine-1-carboxylate O[C@@H]1C[C@H](N(C1)C(=O)[C@@H](C(C)C)C1=CC(=NO1)OC1CN(C1)C(=O)OC(C)(C)C)C(N[C@@H](C)C1=CC=C(C=C1)C1=C(N=CS1)C)=O